O=C(CN(S(=O)(=O)C)C=1C=C(C(=O)OC2=CC=C(C=C2)Cl)C=CC1)NC1=C(C=CC=C1)SC1=CC=CC=C1 4-Chlorophenyl 3-(N-(2-oxo-2-((2-(phenylthio)phenyl)amino)ethyl)methylsulfonamido)benzoate